2-(p-tolyl)-quinazolin-4(3H)-one C1(=CC=C(C=C1)C1=NC2=CC=CC=C2C(N1)=O)C